4-oxo-1-[3-(pyrimidin-5-yl)-1,2,4-thiadiazol-5-yl]-1,4-dihydro-1,8-naphthyridine-3-carboxylic acid O=C1C(=CN(C2=NC=CC=C12)C1=NC(=NS1)C=1C=NC=NC1)C(=O)O